((1r,4S)-4-(1,1-difluoroethyl)cyclohexyl)((2S,3R,4R,5S)-3,4,5-tris(benzyloxy)-2-((benzyloxy)methyl)piperidin-1-yl)methanone FC(C)(F)C1CCC(CC1)C(=O)N1[C@H]([C@H]([C@@H]([C@H](C1)OCC1=CC=CC=C1)OCC1=CC=CC=C1)OCC1=CC=CC=C1)COCC1=CC=CC=C1